C(CCCCCCCCCCCCCCCC)O n-Heptadecanol